2-amino-5-sulfhydryl-1,3,4-thiadiazole zinc [Zn].NC=1SC(=NN1)S